(1s,2R,3s,5s,7s)-2-((R)-azido(phenyl)methyl)-5-methoxyadamantan-1-ol N(=[N+]=[N-])[C@H]([C@@H]1[C@@]2(C[C@H]3C[C@](C[C@@H]1C3)(C2)OC)O)C2=CC=CC=C2